IC1=CC(=C(C=C1)N1CCC(CC1)N1CCN(CC1)C)S(=O)(=O)C 1-(1-(4-iodo-2-(methylsulfonyl)phenyl)piperidin-4-yl)-4-methylpiperazine